bisstyryl-chloroacetamide C(=CC1=CC=CC=C1)C(C(=O)N)(Cl)C=CC1=CC=CC=C1